6-(3,3-difluoroazetidin-1-yl)-7-methoxy-imidazo[1,2-b]pyridazine FC1(CN(C1)C=1C(=CC=2N(N1)C=CN2)OC)F